C1(CC1)N(CC[C@@H](C(=O)O)NC(=O)N1C[C@H](CC1)F)CCCCC1=NC=2NCCCC2C=C1 (S)-4-(cyclopropyl(4-(5,6,7,8-tetrahydro-1,8-naphthyridin-2-yl)butyl)amino)-2-((S)-3-fluoropyrrolidine-1-carboxamido)butanoic acid